C=1(C(=CC=CC1)C(=O)OC[C@H](CCCC)CC)C(=O)OC[C@H](CCCC)CC bis[(2S)-2-ethylhexyl] benzene-1,2-dicarboxylate